1,2-distearoyl-sn-glycero-3-phosphoethanolamine, Sodium Salt [Na].C(CCCCCCCCCCCCCCCCC)(=O)OC[C@@H](OC(CCCCCCCCCCCCCCCCC)=O)COP(=O)(O)OCCN